N2-(2-(1-(Cyclopropylsulfonyl)-1H-pyrazol-4-yl)pyrimidin-4-yl)-N4-isopropyl-5-(3-(pyrrolidin-1-yl)prop-1-yn-1-yl)pyridine-2,4-diamine C1(CC1)S(=O)(=O)N1N=CC(=C1)C1=NC=CC(=N1)NC1=NC=C(C(=C1)NC(C)C)C#CCN1CCCC1